ClC1=CC(=NC2=CC(=CC=C12)C1=CC=NN1)N 4-chloro-7-(1H-pyrazol-5-yl)quinolin-2-amine